4-(4-(4-methylthiazol-5-yl)benzyl)pyrrolidine-2-carboxamide methyl-(1S,3S,4S)-5-hydroxy-2-azabicyclo[2.2.1]heptane-3-carboxylate COC(=O)[C@H]1N[C@@H]2CC([C@H]1C2)O.CC=2N=CSC2C2=CC=C(CC1CC(NC1)C(=O)N)C=C2